2-Ethyl-5-(2-methylpiperazin-1-yl)-2,3-dihydro-1,4-benzodioxine C(C)C1COC2=C(O1)C=CC=C2N2C(CNCC2)C